1-methanyl acetate C(C)(=O)OC